tert-butyl 4-[4-[(tert-butyldiphenylsilyl)oxy]-3-cyanooxolan-3-yl]piperazine-1-carboxylate [Si](C1=CC=CC=C1)(C1=CC=CC=C1)(C(C)(C)C)OC1C(COC1)(C#N)N1CCN(CC1)C(=O)OC(C)(C)C